4-(((2-(5-(4-fluoro-2-(4-isopropylpyrimidin-5-yl)phenoxy)pyrimidin-4-yl)-5-oxa-2-azaspiro[3.4]octan-7-yl)(methyl)amino)methyl)benzonitrile FC1=CC(=C(OC=2C(=NC=NC2)N2CC3(C2)OCC(C3)N(C)CC3=CC=C(C#N)C=C3)C=C1)C=1C(=NC=NC1)C(C)C